tert-butyl 6-benzyl-8-fluoro-7-oxo-2,6-diazaspiro[3.4]octane-2-carboxylate C(C1=CC=CC=C1)N1CC2(CN(C2)C(=O)OC(C)(C)C)C(C1=O)F